C1(CC1)CN1N=CC(=N1)C(=O)O 2-(Cyclopropylmethyl)-2H-1,2,3-triazole-4-carboxylic acid